(S)-3-(4'-((14-azido-3,6,9,12-tetraoxatetradecyl)oxy)-2'-(trifluoromethoxy)-[1,1'-biphenyl]-4-yl)-3-(2-(4-((4-methylpyridin-2-yl)amino)butanamido)acetamido)propanoic acid N(=[N+]=[N-])CCOCCOCCOCCOCCOC1=CC(=C(C=C1)C1=CC=C(C=C1)[C@H](CC(=O)O)NC(CNC(CCCNC1=NC=CC(=C1)C)=O)=O)OC(F)(F)F